7-chloro-6-fluoro-1-methyl-3-({[(2-methylpyridin-4-yl)methyl][(3S)-1-(pyridin-3-yl)piperidin-3-yl]amino}methyl)-1,4-dihydroquinolin-4-one ClC1=C(C=C2C(C(=CN(C2=C1)C)CN([C@@H]1CN(CCC1)C=1C=NC=CC1)CC1=CC(=NC=C1)C)=O)F